C(C)(C)(C)N1C[C@H](NCC1)C1=CC(=CC(=C1)Cl)Br tert-butyl-(3R)-3-(3-bromo-5-chloro-phenyl)piperazine